CC1NC(CC2(C1)C(NC1=CC(=CC=C12)C(F)(F)F)=O)C=1N=NN(C1)C 2'-methyl-6'-(1-methyltriazol-4-yl)-6-(trifluoromethyl)spiro[indoline-3,4'-piperidin]-2-one